5,7-dimethoxy-3-(4-((5-(3-nitrophenyl)-1,3,4-oxadiazol-2-yl)thio)butoxy)-2-(3,4,5-trimethoxyphenyl)-4H-chromen-4-one COC1=C2C(C(=C(OC2=CC(=C1)OC)C1=CC(=C(C(=C1)OC)OC)OC)OCCCCSC=1OC(=NN1)C1=CC(=CC=C1)[N+](=O)[O-])=O